ClC=1C=C(CN2C(C=3N(C[C@@H]2C)C=C(N3)C3=NC(=NC=C3C)NC3=CC=NN3C)=O)C=CC1 (S)-7-(3-chlorobenzyl)-6-methyl-2-(5-methyl-2-((1-methyl-1H-pyrazol-5-yl)amino)pyrimidin-4-yl)-6,7-dihydroimidazo[1,2-a]pyrazin-8(5H)-one